glyceryl monoelaidate C(CCCCCCC\C=C\CCCCCCCC)(=O)OCC(O)CO